N-(but-2-yn-1-yl)-2-cyano-N-methylacetamide C(C#CC)N(C(CC#N)=O)C